1-(4-{4-hydroxy-4-[5-(pyrimidin-2-yl)pyridin-2-yl]cyclohexyl}-octahydropyrrolo[3,2-b]pyrrol-1-yl)-2-{[6-(trifluoromethyl)quinazolin-4-yl]amino}ethan-1-one OC1(CCC(CC1)N1CCC2N(CCC21)C(CNC2=NC=NC1=CC=C(C=C21)C(F)(F)F)=O)C2=NC=C(C=C2)C2=NC=CC=N2